3-((1-(2-(4,4-dimethylpiperidin-1-yl)-3,6-dimethyl-4-oxo-3,4-dihydroquinazolin-8-yl)ethyl)amino)picolinic acid CC1(CCN(CC1)C1=NC2=C(C=C(C=C2C(N1C)=O)C)C(C)NC=1C(=NC=CC1)C(=O)O)C